C(#N)C(C(=O)N)=CC1=CC(=C(C(=C1)Cl)OCC1=C(C(=CC=C1)C1=CC2=C(OCCO2)C=C1)C)Cl 2-cyano-3-(3,5-dichloro-4-((3-(2,3-dihydrobenzo[b][1,4]dioxin-6-yl)-2-methylbenzyl)oxy)phenyl)-acrylamide